OCCNC(=O)C1=CC=C2C=NNC2=C1 N-(2-hydroxyethyl)-1H-indazole-6-carboxamide